(propyl-(tetrahydro-2H-pyran-4-yl)amino)-2-methyl-5-nitrobenzoic acid C(CC)N(C1CCOCC1)C=1C(=C(C(=O)O)C=C(C1)[N+](=O)[O-])C